3-(1-(2-(4-(3-(1-(5-chloropyrimidin-2-yl)piperidin-4-yl)propoxy)-2-fluorophenyl)acetyl)azetidin-3-yl)propanoic acid ClC=1C=NC(=NC1)N1CCC(CC1)CCCOC1=CC(=C(C=C1)CC(=O)N1CC(C1)CCC(=O)O)F